tert-butyl 2-(2-((4-chloro-2-fluorobenzyl)oxy)pyrimidin-4-yl)-2,6-dihydropyrrolo[3,4-c]pyrazole-5(4H)-carboxylate ClC1=CC(=C(COC2=NC=CC(=N2)N2N=C3C(=C2)CN(C3)C(=O)OC(C)(C)C)C=C1)F